BrC1=C(SC(=C1CCCCCCCCCCCC)Br)C=1SC(=C(C1Br)CCCCCCCCCCCC)Br 3,3',5,5'-tetrabromo-4,4'-bis(dodecyl)-2,2'-bithiophene